OC=1C=C(C=CC1O)CC(C(=O)O)O (+)-3,4-dihydroxybenzenelactic acid